1-[5-[3-cyano-6-(4-piperazin-1-ylphenyl)pyrazolo[1,5-a]pyridin-4-yl]-2-pyridyl]-N-isopropyl-4-methyl-piperidine-4-carboxamide hydrochloric acid salt Cl.C(#N)C=1C=NN2C1C(=CC(=C2)C2=CC=C(C=C2)N2CCNCC2)C=2C=CC(=NC2)N2CCC(CC2)(C(=O)NC(C)C)C